CNC1=CC=C(C=C1)O p-methylaminophenol